(S)-2-((((9H-fluoren-9-yl)methoxy)carbonyl)amino)-5-(4-(4-azidobutoxy)phenyl)pentanoic acid C1=CC=CC=2C3=CC=CC=C3C(C12)COC(=O)N[C@H](C(=O)O)CCCC1=CC=C(C=C1)OCCCCN=[N+]=[N-]